(S)-3-((tert-butoxycarbonyl)amino)-5-methyl-4-oxo-2,3,4,5-tetrahydrobenzo[b][1,4]oxazepine-7-carboxylic acid C(C)(C)(C)OC(=O)N[C@@H]1C(N(C2=C(OC1)C=CC(=C2)C(=O)O)C)=O